C(CCCCCC=CC=CCCCCCC)O 7,9-hexadecadienol